diiodine Perfluorohexane FC(C(C(C(C(C(F)(F)F)(F)F)(F)F)(F)F)(F)F)(F)F.[I].[I]